FC(CCN=C=O)(C(C(C(C(C(C(C(F)(F)F)(F)F)(F)F)(F)F)(F)F)(F)F)(F)F)F 3,3,4,4,5,5,6,6,7,7,8,8,9,9,10,10,10-Heptadecafluorodecyl isocyanate